cyclooct-2-yn-1-yl(2-((thiophen-2-ylmethyl)amino)ethyl)carbamate C1(C#CCCCCC1)OC(NCCNCC=1SC=CC1)=O